(2R)-2-(1-(3,5-difluorophenyl)-4-(4-fluorophenyl)-1H-pyrazol-3-yl)-3-(2-(2-oxo-2,3-dihydro-1H-benzo[d]imidazol-5-yl)ethyl)oxazolidin-4-one FC=1C=C(C=C(C1)F)N1N=C(C(=C1)C1=CC=C(C=C1)F)[C@H]1OCC(N1CCC1=CC2=C(NC(N2)=O)C=C1)=O